4-(4-(benzyloxy)butyl)-3,3-dimethyloxetan-2-one C(C1=CC=CC=C1)OCCCCC1C(C(O1)=O)(C)C